tert-butyl 6-{6-[(4-cyano-2-fluorophenyl) methoxy] pyridin-2-yl}-3-azabicyclo[4.1.0]heptane-3-carboxylate C(#N)C1=CC(=C(C=C1)COC1=CC=CC(=N1)C12CCN(CC2C1)C(=O)OC(C)(C)C)F